(3R)-3-amino-8-fluoro-1,1-diketo-5-[4-[5-(trifluoromethyl)-1,2,4-oxadiazol-3-yl]benzyl]-7-[5-(trifluoromethyl)-3-pyridyl]-2,3-dihydro-1λ6,5-benzothiazepin-4-one N[C@H]1CS(C2=C(N(C1=O)CC1=CC=C(C=C1)C1=NOC(=N1)C(F)(F)F)C=C(C(=C2)F)C=2C=NC=C(C2)C(F)(F)F)(=O)=O